C(CCC)(=O)OCCCC(C)C isohexyl n-butyrate